C(#N)C1=C(C(=CC=C1)OC)CC(=O)NC(C(=O)O)CCN(CCCCC1=NC=2NCCCC2C=C1)CC(CF)OC 2-[[2-(2-cyano-6-methoxy-phenyl)acetyl]amino]-4-[[3-fluoro-2-methoxy-propyl]-[4-(5,6,7,8-tetrahydro-1,8-naphthyridin-2-yl)butyl]amino]butanoic acid